ClC=1C=C2C=C(NC2=CC1CCN1N=CN=N1)CNC(=O)C1(CC1)C N-({5-chloro-6-[2-(2H-tetraazol-2-yl)ethyl]-2-indolyl}methyl)1-methylcyclopropanecarboxamide